ClC=1C=C(N)C=C(C1OC=1N=NC(=C(C1)C(C)(C)F)Cl)Cl 3,5-dichloro-4-((6-chloro-5-(2-fluoropropane-2-yl)-pyridazin-3-yl)oxy)aniline